7-bromo-2-methyl-4H-benzo[d][1,3]oxazine-4-one BrC=1C=CC2=C(N=C(OC2=O)C)C1